3-chloro-7-(4-((2,3-dihydrobenzo[b][1,4]dioxin-6-yl-2,2,3,3-d4)oxy)piperidin-1-yl)-8-methyl-4H-pyrimido[1,2-b]pyridazin-4-one ClC1=CN=C2N(N=C(C(=C2)C)N2CCC(CC2)OC2=CC3=C(OC(C(O3)([2H])[2H])([2H])[2H])C=C2)C1=O